(3aR,5s,6aS)-2-(5-bicyclo[2.2.1]hept-2-enylmethyl)-N-[5-(1,3-dimethylpyrazol-4-yl)pyrazin-2-yl]-3,3a,4,5,6,6a-hexahydro-1H-cyclopenta[c]pyrrol-5-amine C12C=CC(C(C1)CN1C[C@@H]3[C@H](C1)CC(C3)NC3=NC=C(N=C3)C=3C(=NN(C3)C)C)C2